2-[4-[[(4S)-2,2-dimethyl-1,3-dioxolan-4-yl]methylamino]-7-methyl-phthalazin-1-yl]-5-(trifluoromethyl)phenol CC1(OC[C@@H](O1)CNC1=NN=C(C2=CC(=CC=C12)C)C1=C(C=C(C=C1)C(F)(F)F)O)C